2-(2-(2-(2,6-dichlorophenyl)propan-2-yl)-1-(3'-fluoro-4'-(hydroxymethyl)-5'-(methylsulfonyl)biphenyl-4-yl)-1H-imidazol-4-yl)propan-2-ol ClC1=C(C(=CC=C1)Cl)C(C)(C)C=1N(C=C(N1)C(C)(C)O)C1=CC=C(C=C1)C1=CC(=C(C(=C1)S(=O)(=O)C)CO)F